3-((4-(2-chlorophenyl)-2-oxo-2H-chromen-7-yl)amino)propanoic acid ClC1=C(C=CC=C1)C1=CC(OC2=CC(=CC=C12)NCCC(=O)O)=O